C1(=CC=CC2=CC=CC=C12)C(=O)O.CC=1C=C(C2=CC=CC=C2C1)CC=1NC=CN1 3-methyl-1-naphthylmethyl-imidazole naphthaleneformate